3-(5-(((3R,6S)-1-acetyl-6-methylpiperidin-3-yl)oxy)-1-oxoisoindolin-2-yl)piperidine-2,6-dione C(C)(=O)N1C[C@@H](CC[C@@H]1C)OC=1C=C2CN(C(C2=CC1)=O)C1C(NC(CC1)=O)=O